N(=NC(C#N)(C)C)C(C#N)(C)C α,α'-Azo-bis(isobutyronitril)